BrCCCCC1=CC=C(C=C1)CCCCBr 1,4-Bis-(4-bromobutyl)-benzene